methyl (R)-3-((1R,3R)-1-(2-(2-((3-fluoropropyl)(methyl)amino)ethoxy)-3-methylpyridin-4-yl)-3-methyl-1,3,4,9-tetrahydro-2H-pyrido[3,4-b]indol-2-yl)-2-methylpropanoate FCCCN(CCOC1=NC=CC(=C1C)[C@H]1N([C@@H](CC2=C1NC1=CC=CC=C21)C)C[C@H](C(=O)OC)C)C